C=C1NCCCC1 2-methylenepiperidine